(S)-2-(6-chloro-1H-indole-2-carbonyl)-N-((S)-1-cyano-2-((R)-5,5-dimethyl-2-oxopyrrolidin-3-yl)ethyl)-2-azaspiro[4.5]decane-3-carboxamide ClC1=CC=C2C=C(NC2=C1)C(=O)N1CC2(C[C@H]1C(=O)N[C@@H](C[C@H]1C(NC(C1)(C)C)=O)C#N)CCCCC2